4-((3aR,7aS)-1-acryloyloctahydro-6H-pyrrolo[2,3-c]pyridin-6-yl)-3-chloro-5-fluoro-2-methyl-1H-indole-7-carboxamide C(C=C)(=O)N1CC[C@@H]2[C@H]1CN(CC2)C2=C1C(=C(NC1=C(C=C2F)C(=O)N)C)Cl